C(CCCCCCCCCCCCCCCCC)NC(ON1C(CCCC1(C)C)(C)C)=O 2,2,6,6-tetramethylpiperidin-1-yl octadecylcarbamate